N-[3-Chloro-2-fluoro-4-(trifluoromethoxy)phenyl]-6-[(1S,4S)-2,5-diazabicyclo[2.2.1]heptan-2-yl]pyrimido[5,4-d]pyrimidin-4-amine ClC=1C(=C(C=CC1OC(F)(F)F)NC=1C2=C(N=CN1)C=NC(=N2)N2[C@@H]1CN[C@H](C2)C1)F